NC1=CC=C(C=N1)C1=CC2=C(N=C(O2)C[C@@H](C(=O)NC2(CC2)C#N)NC(=O)C2=CC(=NN2C2CC2)C2(CC2)C)C=C1 (S)-N-(3-(6-(6-aminopyridin-3-yl)benzo[d]oxazol-2-yl)-1-((1-cyanocyclopropyl)amino)-1-oxopropan-2-yl)-1-cyclopropyl-3-(1-methylcyclopropyl)-1H-pyrazole-5-carboxamide